C(C=C)(=O)[Be].[Al] aluminum alloyl-beryllium